BrC1=C(C=CC(=C1)F)OCC1=CC=CC=C1 1-bromo-2-benzyloxy-5-fluorobenzene